4-((3-Hydroxy-3-(trifluoromethyl)pyrrolidin-1-yl)carbonyl)phenyl-2-(trifluoromethyl)-4H-pyrido[1,2-a]pyrimidin-4-on OC1(CN(CC1)C(=O)C1=CC=C(C=C1)C1=C(N=C2N(C1=O)C=CC=C2)C(F)(F)F)C(F)(F)F